2,3,4,5-tetrachloro-6-(2,4,5,7-tetrabromo-6-hydroxy-3-oxo-3H-xanthen-9-yl)benzoic acid ClC1=C(C(=O)O)C(=C(C(=C1Cl)Cl)Cl)C=1C2=CC(=C(C(=C2OC2=C(C(C(=CC12)Br)=O)Br)Br)O)Br